O1C(CC(C=C1)=O)=O pyran-2,4-dione